5-methyl-1,2-oxazol-3-one CC1=CC(NO1)=O